CC=1C(=C(C=C(C1)C)O)C1=NC2=NC(=CC=C2C=C1)C1OCCCNC1 3,5-dimethyl-2-[7-(1,4-oxazepan-2-yl)-1,8-naphthyridin-2-yl]phenol